2-dicyclohexylphosphino-2',6'-diisopropyl-Oxy-1,1'-biphenyl C1(CCCCC1)P(C1=C(C=CC=C1)C1=C(C=CC=C1OC(C)C)OC(C)C)C1CCCCC1